6-{5-Chloro-2-[(oxan-4-yl)amino]pyrimidin-4-yl}-2-[2-oxo-2-(2,3,4,5-tetrahydro-1H-2-benzazepin-2-yl)ethyl]-2,3-dihydro-1H-isoindol-1-on ClC=1C(=NC(=NC1)NC1CCOCC1)C1=CC=C2CN(C(C2=C1)=O)CC(N1CC2=C(CCC1)C=CC=C2)=O